C1(=CC=CC=C1)CCC(SCCCCCCC(NC=1SC=C(N1)C1=CC=C(C=C1)OC1=CC=CC=C1)=O)=O S-(7-oxo-7-((4-(4-phenoxyphenyl)thiazol-2-yl)amino)heptyl) 3-phenylpropanethioate